FC1=CC=C(C=C1)CC=1C(=NC(=C(N1)C)C)NCCN1CCCC1 3-(4-fluorophenylmethyl)-5,6-dimethyl-N-(2-(pyrrolidin-1-yl)ethyl)pyrazin-2-amine